C[Al+]C dimethylalumanylium